tetrabutylbutadiene C(CCC)C(=CC=C(CCCC)CCCC)CCCC